C(=O)(OCC1C2=CC=CC=C2C2=CC=CC=C12)CC(C)C1=C(C=C(C(=O)OC(C)(C)C)C=C1)[N+](=O)[O-] tert-Butyl 4-(1-(Fmoc)propan-2-yl)-3-nitrobenzoate